1-methyl-1,2,4-triazolidine CN1NCNC1